p-(1-ethylhexyl)phenol C(C)C(CCCCC)C1=CC=C(C=C1)O